FC=1C(=NC(=C(C1)F)C1=CN=C2N1C=C(C(=C2)OC)C(C)(C)O)N[C@H]2CN(C[C@@H]2F)C(=O)OC(C)(C)C (3S,4S)-tert-butyl 3-((3,5-difluoro-6-(6-(2-hydroxypropan-2-yl)-7-methoxyimidazo[1,2-a]pyridin-3-yl)pyridin-2-yl)amino)-4-fluoropyrrolidine-1-carboxylate